4-[4-cyano-6-(4-fluoro-2-methyl-phenyl)-3-hydroxy-pyridin-2-yl]-4-oxo-butyric acid ethyl ester C(C)OC(CCC(=O)C1=NC(=CC(=C1O)C#N)C1=C(C=C(C=C1)F)C)=O